FC(C1CC2(CN(C2)C=2C=3N(N=C(C2)C=2C(NC(NC2)=O)=O)C=CN3)C1)F 5-(8-(6-(difluoromethyl)-2-azaspiro[3.3]heptan-2-yl)imidazo[1,2-b]pyridazin-6-yl)pyrimidine-2,4(1H,3H)-dione